ClC1=CC(=NC(=C1)N1C[C@@H](N[C@@H](C1)C)C)C=1C=NN2C1C=C(C=C2)NC 3-[4-chloro-6-[(3S,5R)-3,5-dimethylpiperazin-1-yl]-2-pyridyl]-N-methyl-pyrazolo[1,5-a]pyridin-5-amine